trans-2-methyl-1,3,4-trihydroxy-1-butene C/C(=C\O)/C(CO)O